C(C1=CC=CC=C1)N1C(C1)(C)C1=CC=C(C=C1)F 1-benzyl-2-(4-fluorophenyl)-2-methylaziridine